FC=1C=CC(=NC1)C1(OCC1)COC=1C=2N(C=C(C1)C=1N=NN(C1C)C1CCN(CC1)C1COC1)N=CC2C#N 4-[[2-(5-Fluoro-2-pyridyl)oxetan-2-yl]methoxy]-6-[5-methyl-1-[1-(oxetan-3-yl)-4-piperidyl]triazol-4-yl]pyrazolo[1,5-a]pyridine-3-carbonitrile